C(C)OC(CCCCC(=O)Cl)=O 6-chloro-6-oxohexanoic acid ethyl ester